FC=1C(=NC(=CC1)C)NC=1C2=C(NN1)C(N(C2)C(=O)Cl)(C)C 3-[(3-fluoro-6-methylpyridin-2-yl)amino]-6,6-dimethyl-4,6-dihydropyrrolo[3,4-c]pyrazole-5(1H)-carbonyl Chloride